3-(4-Fluoro-3-trifluoromethyl-phenyl)-2-(2-{3-[4-(2-hydroxy-ethyl)-piperazin-1-yl]-phenylamino}-pyrimidin-4-yl)-thiazolo[3,2-a]pyrimidin-5-one FC1=C(C=C(C=C1)C1=C(SC=2N1C(C=CN2)=O)C2=NC(=NC=C2)NC2=CC(=CC=C2)N2CCN(CC2)CCO)C(F)(F)F